FC=1C=NC=CC1N 3-Fluoropyridine-4-amine